4,4,5-trifluoro-3,3-dimethyl-1-(3-quinolyl)isoquinoline FC1(C(N=C(C2=CC=CC(=C12)F)C=1C=NC2=CC=CC=C2C1)(C)C)F